monoacrylate ((5-ethyl-1,3-dioxan-5-yl) methacrylate) C(C)C1(COCOC1)C=C(C(=O)O)C.C(C=C)(=O)O